tert-butyl 4-(2-(3-(methoxycarbonyl)-1H-pyrazol-1-yl)ethyl)piperidine-1-carboxylate COC(=O)C1=NN(C=C1)CCC1CCN(CC1)C(=O)OC(C)(C)C